O=C(CCC(=O)O)C1=CC(=CC=C1)C 4-oxo-4-(3-methylphenyl)butanoic acid